3-(1-(4-cyanophenyl)-5-(4,4-difluoropiperidine-1-carbonyl)-1H-pyrrolo[2,3-b]pyridin-2-yl)propionamide C(#N)C1=CC=C(C=C1)N1C(=CC=2C1=NC=C(C2)C(=O)N2CCC(CC2)(F)F)CCC(=O)N